FC1(CN(C[C@H]1NC1=NN2C(C(=N1)OC)=C(C=C2)C=2C=CC1=C(N(C(=N1)C)CC(F)(F)F)C2)C(C)=O)F (R)-1-(3,3-difluoro-4-((4-methoxy-5-(2-methyl-1-(2,2,2-trifluoroethyl)-1H-benzo[d]imidazol-6-yl)pyrrolo[2,1-f][1,2,4]triazin-2-yl)amino)pyrrolidin-1-yl)ethan-1-one